3-(4-((4-(((4,4-dimethylcyclohexyl)amino)methyl)benzyl)thio)-1-oxoisoindolin-2-yl)piperidine-2,6-dione CC1(CCC(CC1)NCC1=CC=C(CSC2=C3CN(C(C3=CC=C2)=O)C2C(NC(CC2)=O)=O)C=C1)C